CC(CC1=CC=CC=C1)N2CCN(CC2)C(C)CC3=CC=CC=C3 Diphenazine